(S)-2-amino-3-(4-(1-methyl-3-(pyrimidine-5-carboxamido)-1H-pyrazol-4-yl)phenyl)propanoic acid N[C@H](C(=O)O)CC1=CC=C(C=C1)C=1C(=NN(C1)C)NC(=O)C=1C=NC=NC1